1-(chloromethyl)-3-iodobicyclo[1.1.1]Pentane ClCC12CC(C1)(C2)I